OC1=C(CC2=C(C=CC=C2)N2N=C3C(=N2)C=CC=C3)C=C(C=C1CN1C(C3=C(C1=O)CCCC3)=O)C 2-(2'-hydroxy-3'-(3,4,5,6-tetrahydrophthalimidomethyl)-5'-methylbenzylphenyl)benzotriazole